Nα-{[4-(butyloxy)phenyl]carbonyl}-N-{1,2,3,4-tetrahydronaphthalen-1-yl}tryptophanamide C(CCC)OC1=CC=C(C=C1)C(=O)N[C@@H](CC1=CNC2=CC=CC=C12)C(=O)NC1CCCC2=CC=CC=C12